FC1=C(C(=CC=C1)OC(F)(F)F)C=1CCCC2=C(C1C1=CC=C(C=C1)C=C1CN(C1)CCCF)C=CC(=C2)C(=O)O 8-(2-fluoro-6-(trifluoromethoxy)phenyl)-9-(4-((1-(3-fluoropropyl)azetidin-3-ylidene)methyl)phenyl)-6,7-dihydro-5H-benzo[7]annulene-3-carboxylic acid